4,4,5,5-tetramethyl-2-[2-methyl-4-[1-(trifluoromethyl)cyclopropyl]phenyl]-1,3,2-dioxaborolane CC1(OB(OC1(C)C)C1=C(C=C(C=C1)C1(CC1)C(F)(F)F)C)C